endo-2-((3-bromobenzyl)(methyl)amino)-N-(7-cyano-7-azabicyclo[2.2.1]heptan-2-yl)acetamide BrC=1C=C(CN(CC(=O)NC2C3CCC(C2)N3C#N)C)C=CC1